Br[C@@H]1C[C@H]([C@H]2NC(O[C@H]21)=O)C(=O)OCC2=CC=CC=C2 |r| rac-Benzyl (3aR,4R,6R,6aR)-6-bromo-2-oxohexahydro-2H-cyclopenta[d]oxazole-4-carboxylate